Azacyclotridecane-2,13-dione N1C(CCCCCCCCCCC1=O)=O